Ammonium thioglycolate C(CS)(=O)[O-].[NH4+]